C(C)(C)(C)[Si](OCC=NS(=O)C(C)(C)C)(C)C N-(2-((tertbutyldimethylsilyl)oxy)ethylidene)-2-methylpropane-2-sulfinamide